2-[(phenylacetyl)amino]-acetic acid C1(=CC=CC=C1)CC(=O)NCC(=O)O